C1(CC1)C1=NN(C=N1)C1CC2(CN(C2)C(=O)N2CC3(C2)CC(C3)OC3=NC(=CN=C3)C(F)(F)F)C1 (6-(3-cyclopropyl-1H-1,2,4-triazol-1-yl)-2-azaspiro[3.3]heptan-2-yl)(6-((6-(trifluoromethyl)pyrazin-2-yl)oxy)-2-azaspiro[3.3]heptan-2-yl)methanone